FC(C=1C(=C(C=CC1)[C@@H](C)NC1=CC=NC2=CC=C(C=C12)[C@]1(CN(CC1)C(=O)N1CCCC1)OC)F)F ((R)-3-(4-(((R)-1-(3-(difluoromethyl)-2-fluorophenyl)ethyl)amino)quinolin-6-yl)-3-methoxypyrrolidin-1-yl)(pyrrolidin-1-yl)methanone